N-[(6-{[(3-methoxypropyl)amino]methyl}-imidazo[1,2-a]pyridin-2-yl)methyl]-4-oxo-4H-pyrido[1,2-a]pyrimidine-2-carboxamide COCCCNCC=1C=CC=2N(C1)C=C(N2)CNC(=O)C=2N=C1N(C(C2)=O)C=CC=C1